C(C)CS(=O)(=O)[O-] Ethyl-MethaneSulfonate